(2s,4R)-1-Boc-2-hydroxymethyl-4-aminopyrrolidine hydrochloride Cl.C(=O)(OC(C)(C)C)N1[C@@H](C[C@H](C1)N)CO